(R)-4-((2-cyano-4-fluorophenyl)thio)-6-(6-(3-hydroxypyrrolidin-1-yl)pyridin-3-yl)pyrazolo[1,5-a]pyridine-3-carbonitrile C(#N)C1=C(C=CC(=C1)F)SC=1C=2N(C=C(C1)C=1C=NC(=CC1)N1C[C@@H](CC1)O)N=CC2C#N